7-(3-amino-1-methyl-4-(4-nitrophenyl)-1H-pyrazolo[3,4-b]pyridin-6-yl)hexahydroindolizin-3(2H)-one NC1=NN(C2=NC(=CC(=C21)C2=CC=C(C=C2)[N+](=O)[O-])C2CCN1C(CCC1C2)=O)C